NC1=C(SC2=NC(=CN=C21)C)C(=O)N[C@@H]2CC=1C=CC(=NC1CC2)N2C[C@@]([C@@H](C2)N)(C)OC 7-amino-N-[(6S)-2-[(3R,4R)-4-amino-3-methoxy-3-methylpyrrolidin-1-yl]-5,6,7,8-tetrahydroquinolin-6-yl]-3-methylthieno[2,3-b]pyrazine-6-carboxamide